ClC1=CC(=C2C(C(=CN(C2=N1)C1=NC(=NS1)C(C)C)C(=O)OCC)=O)C ethyl 7-chloro-5-methyl-4-oxo-1-[3-(propan-2-yl)-1,2,4-thiadiazol-5-yl]-1,4-dihydro-1,8-naphthyridine-3-carboxylate